C1=CC2=C(C3=C(C=CC=N3)C=C2)N=C1 1,10-o-phenanthroline